BrC=1C=C(C=CC1)C1(CC(C1)CC)C1=NN=CN1C 3-(1-(3-bromophenyl)-3-ethylcyclobutyl)-4-methyl-4H-1,2,4-triazole